5-fluoro-2-nitropyridine FC=1C=CC(=NC1)[N+](=O)[O-]